C(CCC1=CC(O)=C(O)C=C1)(=O)O hydrocaffeic acid